2,4,5,6-tetraaminopyrimidine zinc salt [Zn].NC1=NC(=C(C(=N1)N)N)N